(1S,3R,4R)-2-Azabicyclo[2.2.1]heptane [C@H]12NC[C@H](CC1)C2